ClC1=C(CNCCCOC2(CC(OCC2)(CC)CC)C2=NC=CC=C2)C=CC=C1Cl N-(2,3-Dichlorobenzyl)-3-((2,2-diethyl-4-(pyridin-2-yl)tetrahydro-2H-pyran-4-yl)oxy)propan-1-amine